ClC=1C(=NC=C(C1[C@@H](C)OC=1C=C2C(=NNC2=CC1)C=1C(=NC=CC1)N[C@H]1COCC1)Cl)C (5-((R)-1-(3,5-Dichloro-2-methylpyridin-4-yl)ethoxy)-1H-indazol-3-yl)-N-((R)-tetrahydrofuran-3-yl)pyridin-2-amine